FC1=CC(=C(C=C1)NC1=C(C(=O)NC=2C(=NC=CC2)C)C=C(C=C1)C(F)(F)F)C 2-((4-fluoro-2-methylphenyl)-amino)-N-(2-methylpyridin-3-yl)-5-(trifluoromethyl)-benzamide